C1[C@H]2[C@@H]([C@@H](S1)CCCCC(=O)O)NC(=O)N2 (+)-biotin